FC=1C=C(C=CC1)[C@H](O)C12CCC(CC1)(N2)CCCC2=CC=CC=C2 (S)-(3-Fluorophenyl)(4-(3-phenylpropyl)-7-azabicyclo[2.2.1]heptan-1-yl)methanol